C(C)(C)(C)OC(=O)N1CC(C1)(CN1CCNCC1)F 3-fluoro-3-(piperazin-1-ylmethyl)azetidine-1-carboxylic acid tert-butyl ester